(6aR,8S)-2-chloro-6a-(difluoromethyl)-5,6,6a,7,8,9-hexahydropyrrolo[1',2':4,5]pyrazino[2,3-c]pyridazin-8-yl 4-nitrobenzoate [N+](=O)([O-])C1=CC=C(C(=O)O[C@H]2C[C@]3(N(C=4C(=NN=C(C4)Cl)NC3)C2)C(F)F)C=C1